1,1'-carbonyldi(2-methylimidazole) C(=O)(N1C(=NC=C1)C)N1C(=NC=C1)C